CC(C)(C(C)(O)C)O 2,3-dimethyl-3-hydroxy-2-butanol